OCCOC1OCC(OC1)OCCO 2-[5-(2-hydroxy-ethoxy)-[1,4]dioxane-2-yloxy]-ethanol